N-(((1S,4aS,4bR,6aR,8R,10aS,10bR,12aS)-8-hydroxy-8,12a-dimethyloctadecahydrochrysen-1-yl)methyl)-N-methylbenzenesulfonamide O[C@]1(C[C@H]2CC[C@H]3[C@@H]4CCC[C@@H]([C@]4(CC[C@@H]3[C@H]2CC1)C)CN(S(=O)(=O)C1=CC=CC=C1)C)C